N-(1-(3,5-bis(benzyloxy)pyridin-2-yl)ethyl)-2-methylpropane-2-sulfinamide C(C1=CC=CC=C1)OC=1C(=NC=C(C1)OCC1=CC=CC=C1)C(C)NS(=O)C(C)(C)C